[Na].CCCC(C(=O)NC)=C 2,N-dimethylethylacrylamide sodium